disulfamide CC1C=C(Cl)C(S(N)(=O)=O)=CC=1S(N)(=O)=O